1-[5-chloro-2-(2-chlorophenyl)-3-(4-chlorophenyl)pyrazolo[1,5-a]pyrimidin-7-yl]-4-methyl-piperidin-4-ol ClC1=NC=2N(C(=C1)N1CCC(CC1)(O)C)N=C(C2C2=CC=C(C=C2)Cl)C2=C(C=CC=C2)Cl